(14Z)-14,16-heptadecadien-1-ylacetate C(CCCCCCCCCCCC\C=C/C=C)CC(=O)[O-]